3-(1-(2-chlorophenyl)ethyl)-N-((R,E)-4-(methylsulfonyl)but-3-en-2-yl)-3H-imidazo[4,5-c]pyridine-6-carboxamide ClC1=C(C=CC=C1)C(C)N1C=NC2=C1C=NC(=C2)C(=O)N[C@H](C)\C=C\S(=O)(=O)C